1-(cyano-L-prolyl)-N-methyl-4-(m-tolyl)indoline-6-carboxamide C(#N)N1[C@@H](CCC1)C(=O)N1CCC2=C(C=C(C=C12)C(=O)NC)C=1C=C(C=CC1)C